2-((5-(tert-butyl)pyrimidin-4-yl)oxy)acetic acid C(C)(C)(C)C=1C(=NC=NC1)OCC(=O)O